CON(C(=O)C12COC(CC1)CC2)C N-methoxy-N-methyl-2-oxabicyclo[2.2.2]octane-4-carboxamide